FC=1C(=NN(C1N(C)CC1=CC=C(C=C1)F)C(=O)C=1OC=CC1)C1N(CC1C)CC(=O)N1CCOCC1 2-[2-(4-fluoro-5-{[(4-fluorophenyl)methyl](methyl)amino}-1-(furan-2-carbonyl)-1H-pyrazol-3-yl)-3-methylazetidin-1-yl]-1-(morpholin-4-yl)ethan-1-one